(2S,2'S,2''S)-3,3',3''-((nitrilotri(ethane-2,1-diyl))tri(benzene-3,1-diyl))tri(2-((R)-pyrrolidin-3-yl)propionic acid) N(CCC=1C=C(C=CC1)C[C@H](C(=O)O)[C@@H]1CNCC1)(CCC=1C=C(C=CC1)C[C@H](C(=O)O)[C@@H]1CNCC1)CCC=1C=C(C=CC1)C[C@H](C(=O)O)[C@@H]1CNCC1